6-methoxy-9,9-dimethyl-9H-fluorene-3-thiol COC=1C=C2C=3C=C(C=CC3C(C2=CC1)(C)C)S